di((Z)-non-2-en-1-yl) 6,6'-((2,3-bis(((4-(pyrrolidin-1-yl)butyl)carbamothioyl)-oxy)butane-1,4-diyl)bis(oxy))dihexanoate N1(CCCC1)CCCCNC(=S)OC(COCCCCCC(=O)OC\C=C/CCCCCC)C(COCCCCCC(=O)OC\C=C/CCCCCC)OC(NCCCCN1CCCC1)=S